6-methyl-5-((1-methyl-8-(1-methyl-1H-pyrazol-4-yl)-1H-pyrazolo[3,4-d]pyrrolo[1,2-b]pyridazin-3-yl)amino)nicotinic acid CC1=NC=C(C(=O)O)C=C1NC1=NN(C=2C=3N(N=CC21)C=C(C3)C=3C=NN(C3)C)C